4-amino-N-(1-methyl-1H-pyrazol-4-yl)-N-(5-(trifluoromethyl)-2,3-dihydro-1H-inden-1-yl)imidazo[1,5-a]quinoxaline-8-carboxamide NC=1C=2N(C3=CC(=CC=C3N1)C(=O)N(C1CCC3=CC(=CC=C13)C(F)(F)F)C=1C=NN(C1)C)C=NC2